(2R,3S)-1,4-Bis[2-(2-pyridyl)ethylsulfanyl]butan-2,3-diol N1=C(C=CC=C1)CCSC[C@@H]([C@@H](CSCCC1=NC=CC=C1)O)O